1-(2-methylpyrazol-3-yl)piperazine bis(trifluoroacetic acid) salt FC(C(=O)O)(F)F.FC(C(=O)O)(F)F.CN1N=CC=C1N1CCNCC1